ClC1=CC=C(C=C1)C1=C(C=CC=C1)CN1CC(N(CC1)CC=1C=C2CN(C(C2=CC1)=O)C1C(NC(CC1)=O)=O)=O 3-(5-((4-((4'-chloro-[1,1'-biphenyl]-2-yl)methyl)-2-oxopiperazin-1-yl)methyl)-1-oxoisoindolin-2-yl)piperidine-2,6-dione